P(=S)([O-])([O-])[O-].N1N=NC2=C1C=CC=C2.[NH4+].[NH4+].[NH4+] ammonium benzotriazol thiophosphate salt